1-(4-fluoro-2-(1-methoxyethyl)phenyl)ethan-1-one FC1=CC(=C(C=C1)C(C)=O)C(C)OC